(S)-1-(5-(6-(3-ethylmorpholino)-4-((methylsulfonyl)methyl)pyridin-2-yl)-1H-pyrrolo[3,2-b]pyridin-2-yl)-N-methylmethanamine C(C)[C@H]1COCCN1C1=CC(=CC(=N1)C1=CC=C2C(=N1)C=C(N2)CNC)CS(=O)(=O)C